ClC1=CC(=C2C(=CN(C2=C1Cl)CCNC(C)=O)C=1C=NNC1)OCC#N N-[2-[6,7-dichloro-4-(cyanomethoxy)-3-(1H-pyrazol-4-yl)indol-1-yl]ethyl]acetamide